disodium 2,5-dihydroxyterephthalate OC1=C(C(=O)[O-])C=C(C(=C1)C(=O)[O-])O.[Na+].[Na+]